[Cl-].[Cl-].[Cl-].C(C)[Ti+3] Ethyltitanium Trichloride